BrC1=C(C(=NN1)C(=O)OC)C Methyl 5-bromo-4-methyl-1H-pyrazole-3-carboxylate